tert-butyl (2R)-2-{[(3-amino-4-methoxypyridin-2-yl)oxy] methyl}pyrrolidine-1-carboxylate NC=1C(=NC=CC1OC)OC[C@@H]1N(CCC1)C(=O)OC(C)(C)C